6-chloro-N-(1-hydroxy-2-methylpropan-2-yl)-8-(2-(2,2,2-trifluoroethoxy)phenyl)imidazo[1,2-a]pyridine-2-carboxamide ClC=1C=C(C=2N(C1)C=C(N2)C(=O)NC(CO)(C)C)C2=C(C=CC=C2)OCC(F)(F)F